6-Amino-6-Deoxy-D-Altronic Acid NC[C@H]([C@H]([C@H]([C@@H](C(=O)O)O)O)O)O